4-Ethyltetrahydropyran-4-carboxylic Acid C(C)C1(CCOCC1)C(=O)O